(R)-3-chloro-8-(piperidin-3-yl)-5,6,7,8-tetrahydropyrido[2,3-c]pyridazine ClC1=CC2=C(N=N1)N(CCC2)[C@H]2CNCCC2